NCCOC(C)OCCN di-(beta-aminoethoxy)-ethane